COC=O.C(C)(C)(C)OC(=O)N(CC1=CC=C(C=C1)OC)C1=NC=CC=C1F ((tert-Butoxycarbonyl)(4-methoxybenzyl)amino)-3-fluoropyridine methyl-formate